CN(CCC(=O)C1=C(C(=NC(=C1)OC)OC)OC)C 3-(dimethylamino)-1-(2,3,6-trimethoxypyridin-4-yl)propan-1-one